FC1=C(C(=O)NC)C=CC(=C1)N1CCN(CC1)CC1=CC=2NC(N(C(C2S1)=O)C)=O 2-fluoro-N-methyl-4-(4-((3-methyl-2,4-dioxo-1,2,3,4-tetrahydrothieno[3,2-d]pyrimidin-6-yl)methyl)piperazin-1-yl)benzamide